C(#C)C1=CC=C(OCCCO)C=C1 3-(4-ethynylphenoxy)-propan-1-ol